FC1=C(C(=O)O)C(=CC=C1)N[C@H](C)C=1C=C(C=C2C(C=C(OC12)C=1C=C2C=NN(C2=CC1)C)=O)C 2-Fluoro-6-[[(1R)-1-[6-methyl-2-(1-methylindazol-5-yl)-4-oxo-chromen-8-yl]ethyl]amino]benzoic acid